(Z)-6-chloro-1,2-dimethyl-N-(1-(2-methyl-3-(trifluoromethyl)phenyl)-ethyl)pyrido[3,4-d]pyrimidin-4(1H)-imine ClC1=CC/2=C(N(C(=N\C2=N/C(C)C2=C(C(=CC=C2)C(F)(F)F)C)C)C)C=N1